NC=1N=NC(=CN1)OC1=CC=C(C=C1)C(C)(C)C1=CC=C(OC2CC(C2)NC(OC(C)(C)C)=O)C=C1 tert-butyl ((1r,3r)-3-(4-(2-(4-((3-amino-1,2,4-Triazin-6-yl)oxy)phenyl)propan-2-yl)phenoxy)cyclobutyl)carbamate